NC1=CC(=C(C=C1)CCN1[C@H](O[C@H](C1=O)C)C=1C(=NN(C1)C1=CC=C(C=C1)Br)C1=CNC=C1)F (2r,5s)-3-(4-amino-2-fluorophenylethyl)-2-(1-(4-bromophenyl)-3-(1H-pyrrol-3-yl)-1H-pyrazol-4-yl)-5-methyl-oxazolidin-4-one